COC1=CC=C(C2=CC=CC=C12)[S+]1CCCC1 1-(4-methoxynaphthyl)tetrahydrothiophenium